8-bromo-2-[(1R,5S)-6-[tert-butyl(dimethyl)silyl]oxy-3-azabicyclo[3.1.0]hexan-3-yl]-3,6-dimethylquinazolin-4-one BrC=1C=C(C=C2C(N(C(=NC12)N1C[C@@H]2C([C@@H]2C1)O[Si](C)(C)C(C)(C)C)C)=O)C